COC(/C(=C/CCCCC(=O)O)/C)=O (E)-8-methoxy-7-methyl-8-oxooct-6-enoic acid